methoxy-2-(morpholin-4-yl)pyrimidin-4-amine COC=1C(=NC(=NC1)N1CCOCC1)N